Cl.ClC1=C(C2=C(OC3=C2N=CN=C3NC3CCC3)N=C1C)C 8-chloro-N-cyclobutyl-7,9-dimethyl-pyrido[3',2':4,5]furo[3,2-d]pyrimidin-4-amine hydrochloride